C12N(CCC2C1)CC1=CC(=NC(=C1)C1CC1)C(=O)O 4-((2-azabicyclo[3.1.0]hexan-2-yl)methyl)-6-cyclopropylpicolinic acid